pyrido[5,4-c]pyridin C1=NC=CC=2C1=CN=CC2